6-(3-hydroxy-5-bromobenzylamino)purine mesylate S(C)(=O)(=O)O.OC=1C=C(CNC2=C3NC=NC3=NC=N2)C=C(C1)Br